1-[3-fluoro-5-hydroxy-4-(1,1,4-trioxo-1,2,5-thiadiazolidin-2-yl)phenyl]-3-[(2-isopentyl-2-azaspiro[4.5]decan-4-yl)methyl]urea FC=1C=C(C=C(C1N1S(NC(C1)=O)(=O)=O)O)NC(=O)NCC1CN(CC12CCCCC2)CCC(C)C